Bromomethan BrC